CC1(CCC=2C(=NNC2C1)C1=NC=NO1)C 5-(6,6-dimethyl-4,5,6,7-tetrahydro-1H-indazol-3-yl)-1,2,4-oxadiazole